1-(2-(5-(3-fluorophenyl)-1H-imidazol-2-yl)piperidin-1-yl)-2-(methylsulfanyl)propan-1-one FC=1C=C(C=CC1)C1=CN=C(N1)C1N(CCCC1)C(C(C)SC)=O